5-(4-amino-5-(trifluoromethyl)pyrrolo[2,1-f][1,2,4]triazin-7-yl)-N-((3R,4S)-1-(3,3-difluorocyclobutane-1-carbonyl)-4-fluoropyrrolidin-3-yl)-2-(methoxy-d3)-6-methylnicotinamide NC1=NC=NN2C1=C(C=C2C=2C(=NC(=C(C(=O)N[C@@H]1CN(C[C@@H]1F)C(=O)C1CC(C1)(F)F)C2)OC([2H])([2H])[2H])C)C(F)(F)F